(3R*,4R*)-1-(2-Methyl-cyclopentyl)-4-{[5-(2,4,6-trifluoro-phenyl)-isoxazole-3-carbonyl]-amino}-piperidine-3-carboxylic acid (2-methoxy-1,1-dimethyl-ethyl)-amide COCC(C)(C)NC(=O)[C@@H]1CN(CC[C@H]1NC(=O)C1=NOC(=C1)C1=C(C=C(C=C1F)F)F)C1C(CCC1)C |o1:9,14|